1-benzyl-N,7-diisobutyl-4-oxooctahydro-6H-3,6-methanopyrrolo[3,2-c]pyridine-6-carboxamide C(C1=CC=CC=C1)N1CC2C3C(NC(C(C31)CC(C)C)(C2)C(=O)NCC(C)C)=O